4,4-bis(hept-3-yn-1-yloxy)butanoic acid C(CC#CCCC)OC(CCC(=O)O)OCCC#CCCC